C1(CC1)C#CC=1C=CC(=C(C1)C1(CC1)C=1N=NN(C1)CC1OCCCC1)C 4-(1-(5-(cyclopropylethynyl)-2-methylphenyl)cyclopropyl)-1-((tetrahydro-2H-pyran-2-yl)methyl)-1H-1,2,3-triazole